BrC=1C=C(C=CC1)C(=C)C=1C(=NC=C(C1)C(F)(F)F)NC1=CC(CC(C1)(C)C)=O 3-((3-(1-(3-bromophenyl)vinyl)-5-(trifluoromethyl)pyridin-2-yl)amino)-5,5-dimethylcyclohex-2-enone